BrC1=C(C=CC=2N(C(N(C21)C)=O)C=2C(=NC(=CC2)OCC2=CC=CC=C2)OCC2=CC=CC=C2)OC 4-bromo-1-(2,6-dibenzyloxy-3-pyridyl)-5-methoxy-3-methyl-benzimidazol-2-one